O1CCN(CC1)C1=CC(=CC(=N1)C=1C=NC(=CC1C(F)(F)F)N)S(=O)(=O)C1=CC=CC=C1 6-morpholino-4-(phenylsulfonyl)-4'-(trifluoromethyl)-[2,3'-bipyridin]-6'-amine